COC=1N=NC(=CC1C1=CC=C(C(=O)N2[C@@H](CC[C@@H]2C2=C(C=CC=C2)F)C(=O)O)C=C1)OC (2S,5R)-1-(4-(3,6-Dimethoxypyridazin-4-yl)benzoyl)-5-(2-fluorophenyl)pyrrolidine-2-carboxylic acid